3-(2-(2-(2-(2-azidoethoxy)ethoxy)ethoxy)ethoxy)-N,N,N-trimethylpyridin-2-aminium, Trifluoromethanesulfonate Salt FC(S(=O)(=O)[O-])(F)F.N(=[N+]=[N-])CCOCCOCCOCCOC=1C(=NC=CC1)[N+](C)(C)C